N-dodecyl-2-(2,4,5,7-tetrabromo-6-hydroxy-3-oxo-3H-xanthen-9-yl)benzamide C(CCCCCCCCCCC)NC(C1=C(C=CC=C1)C=1C2=CC(=C(C(=C2OC2=C(C(C(=CC12)Br)=O)Br)Br)O)Br)=O